CN(C[C@@H](C)NC(=O)C1=NC=CC2=C(C=3N(C=4C=CC(=CC4C3C=C21)OC)C)C)C (R)-N-(1-(dimethylamino)propan-2-yl)-9-methoxy-5,6-dimethyl-6H-pyrido[4,3-b]carbazole-1-carboxamide